CN1N=CC2=CC=C(C=C12)C1=C(C(=O)O)C=CC=C1 2-(1-methyl-1H-indazol-6-yl)benzoic acid